R-(-)-citramalic acid C(C[C@@](C)(O)C(=O)O)(=O)O